1-Hexyl-3-butylpyrrolium fluorid [F-].C(CCCCC)[NH+]1C=C(C=C1)CCCC